C(C1CO1)OC1=CC(=CC=C1)C M-cresyl glycidyl ether